2-((6-(2-chloro-3-(3-chloro-2-(3-methoxy-4-(((tetrahydro-2H-pyran-4-yl)amino)methyl)phenyl)pyridin-4-yl)phenyl)-2-methoxypyridin-3-yl)methyl)-2,6-diazaspiro[3.4]octan-7-one ClC1=C(C=CC=C1C1=C(C(=NC=C1)C1=CC(=C(C=C1)CNC1CCOCC1)OC)Cl)C1=CC=C(C(=N1)OC)CN1CC2(C1)CNC(C2)=O